[Zn+2].ClC=1C=CC(=C(C1)[N+]#N)C 5-chloro-2-methylbenzenediazonium zinc